methyl (2S)-2-[[(5R)-1-(4-methoxy-1H-indole-2-carbonyl)-3,3-dimethyl-1,3-azasilolidine-5-carbonyl]amino]-3-[(3S)-2-oxo-3-piperidyl]propanoate COC1=C2C=C(NC2=CC=C1)C(=O)N1C[Si](C[C@H]1C(=O)N[C@H](C(=O)OC)C[C@H]1C(NCCC1)=O)(C)C